C(CC)N1N=CC(=C1)C=1C2=C(N=C(N1)NC1=CC=C(C(=O)NCCOCCNC(OC(C)(C)C)=O)C=C1)N(C=C2)S(=O)(=O)C2=CC=C(C)C=C2 tert-butyl (2-(2-(4-((4-(1-propyl-1H-pyrazol-4-yl)-7-tosyl-7H-pyrrolo[2,3-d]pyrimidin-2-yl) amino)benzamido)ethoxy)ethyl)carbamate